ClC1=CC=C(N=N1)NCCC1C[C@@H]2[C@@H](CN(C2)C(=O)OC(C)(C)C)C1 tert-Butyl (3aR,6aS)-5-(2-((6-chloropyridazin-3-yl)amino)ethyl)hexahydrocyclopenta[c]pyrrole-2(1H)-carboxylate